(2S)-5,5-dimethyl-2-{[(quinoxalin-6-yl)methyl]amino}hexanoic acid CC(CC[C@@H](C(=O)O)NCC=1C=C2N=CC=NC2=CC1)(C)C